BrCC=1C=C(C=CC1CBr)[N+](=O)[O-] 3,4-bis(bromomethyl)-nitrobenzene